1-phenyl-3-(4-chlorophenyl)-1-propyne C1(=CC=CC=C1)C#CCC1=CC=C(C=C1)Cl